1-amino-5-(2-boronoethyl)-2-(4-chlorobenzyl)-2-hydroxycyclohexanecarboxylic acid NC1(C(CCC(C1)CCB(O)O)(O)CC1=CC=C(C=C1)Cl)C(=O)O